trans-4-hydroxytetrahydro-2H-pyran-2-carboxylic acid isopropyl ester C(C)(C)OC(=O)[C@@H]1OCC[C@H](C1)O